4-{[3-methylquinazolin-4(3H)-on-2-yl]methyl}-N-hydroxybenzamide CN1C(=NC2=CC=CC=C2C1=O)CC1=CC=C(C(=O)NO)C=C1